C(#N)C=1C=NC(=NC1)C(C(=O)NCC1=CC(=C(C(=C1)Cl)C1C(NC(CC1)=O)=O)Cl)(C)C 2-(5-cyanopyrimidin-2-yl)-N-(3,5-dichloro-4-(2,6-dioxopiperidin-3-yl)benzyl)-2-methylpropanamide